C(C)(=S)OCC(C)(C)C Neopentyl Thioacetate